COCN1CCC(C1)NC (methoxymethyl)-4-(methylamino)pyrrolidin